2,3-dihydro-1,3,4-oxadiazolone O1C(NN=C1)=O